CC=1N(C=C[N+]1CCC)CCC 2-methyl-1,3-dipropylimidazolium